C(C(C)C)(=O)OC1C(OCC1F)CO 4-fluoro-2-(hydroxymethyl)tetrahydrofuran-3-yl isobutyrate